OC=1C(=NC2=CC=CC=C2C1)C1C(C2=CC=CC=C2C1=O)=O 2-(3-hydroxy-2-quinolyl)-1,3-indendione